ClC=1C=C2C(=CC1)C(N(C[C@]21C(N(C[C@@H]1CNCC)C1=CN=CC2=CC=CC=C12)=O)CC1CCOCC1)=O (4R,4'S)-6-chloro-4'-[(ethylamino)methyl]-1'-(4-isoquinolyl)-2-[(tetrahydropyran-4-ylmethyl)]spiro[3H-isoquinoline-4,3'-pyrrolidine]-1,2'-dione